CC1=C(C=C(C=C1)S(=O)(=O)[O-])C.[Na+] sodium xylenesulphonate